NC=1N=C(C2=C(N1)C(N(C2=C=O)C)=CC2=CC=[N+](C=C2)[O-])C=2OC(=CC2)C 4-((2-amino-6-methyl-4-(5-methylfuran-2-yl)-5-carbonyl-5H-pyrrolo[3,4-d]pyrimidin-7(6H)-ylidene)methyl)-pyridine N-oxide